[Na].CC(C)C 2-methyl-propane sodium